3-amino-2-oxo-1-(4-phenyl-3,4-dihydro-2H-benzo[b][1,4]oxazin-6-yl)-1,2-dihydrothieno[2,3-b]pyrazine-6-carbonitrile NC=1C(N(C2=C(N1)SC(=C2)C#N)C2=CC1=C(OCCN1C1=CC=CC=C1)C=C2)=O